3,5-Dichloro-phenylisocyanate ClC=1C=C(C=C(C1)Cl)N=C=O